2-methyl-1,1-dioxo-1,2-thiazolidine-5-carbaldehyde CN1S(C(CC1)C=O)(=O)=O